3-methyl-2,6-dioxo-4-(trifluoromethyl)-3,6-dihydropyrimidine CN1C(NC(C=C1C(F)(F)F)=O)=O